1-phenyl-N-(2,3,6-trifluoro-4-((3-(2-((5-(methoxymethyl)piperidin-3-yl)amino)pyrimidin-4-yl)pyridin-2-yl)oxy)phenyl)methanesulfonamide C1(=CC=CC=C1)CS(=O)(=O)NC1=C(C(=C(C=C1F)OC1=NC=CC=C1C1=NC(=NC=C1)NC1CNCC(C1)COC)F)F